ClC1=CC=C(C(=N1)C=1C=C(C(=C(C=O)C1)B1OC(C(O1)(C)C)(C)C)F)NC(C)C=1C=C(C=C2C(C(=C(OC12)N1CCOCC1)C)=O)C 5-(6-chloro-3-((1-(3,6-dimethyl-2-morpholino-4-oxo-4H-chromen-8-yl)ethyl)amino)pyridin-2-yl)-3-fluoro-2-(4,4,5,5-tetramethyl-1,3,2-dioxaborolan-2-yl)benzaldehyde